N-(2-(4-((3-((1H-pyrazol-4-yl)oxy)-5-(trifluoromethoxy)benzyl)amino)butoxy)ethyl)-6-(4H-1,2,4-triazol-4-yl)-1H-indazol-4-amine N1N=CC(=C1)OC=1C=C(CNCCCCOCCNC=2C=3C=NNC3C=C(C2)N2C=NN=C2)C=C(C1)OC(F)(F)F